F[C@@H]1CNCC[C@H]1SCC1=NC2=CC=CC=C2C(N1)=O ((((3R,4R)-3-fluoropiperidin-4-yl)thio)methyl)quinazolin-4(3H)-one